C(C)OC(=O)C=1C(=CC=2N(C=3C=CC=CC3C2N1)C)N 3-amino-5-methyl-5H-pyrido[3,2-b]indole-2-carboxylic acid ethyl ester